2,3'-diaminobiphenyl NC1=C(C=CC=C1)C1=CC(=CC=C1)N